ClC=1N=CC(=NC1Cl)C(=O)OC methyl 5,6-dichloropyrazine-2-carboxylate